C(C)(=O)N1CCN(CC1)C(C#CC)=O 1-acetyl-4-(but-2-ynoyl)piperazin